Cl.CC1(CN(C2=CC(=CC=C12)C#N)C(CN1[C@H](CN[C@@H](C1)C)CN1N=CC=C1)=O)C1=CC=CC=C1 3-Methyl-1-{2-[(2R,5R)-5-methyl-2-(1H-pyrazol-1-ylmethyl)piperazin-1-yl]acetyl}-3-phenyl-2,3-dihydro-1H-indole-6-carbonitrile hydrochloride